CN1CCOCC12CCN(CC2)C=2C=CC=C1C=CC(=NC21)N2C=NC1=C2C=CC(=C1)OCC1(COC1)C 1-methyl-9-[2-[5-[(3-methyloxetan-3-yl)methoxy]benzimidazol-1-yl]-8-quinolinyl]-4-oxa-1,9-diazaspiro[5.5]undecane